N-(3-chloro-5-(methylsulfonamido)phenyl)-5-ethyl-4-(3-fluoropyridin-2-yl)thiophene-2-carboxamide ClC=1C=C(C=C(C1)NS(=O)(=O)C)NC(=O)C=1SC(=C(C1)C1=NC=CC=C1F)CC